cyclopropane-1,1-dicarboxylic acid [4-(7-benzyloxy-6-methoxy-quinolin-4-yloxy)-3-fluoro-phenyl]-amide (4-fluoro-phenyl)-amide FC1=CC=C(C=C1)NC(=O)C1(CC1)C(=O)NC1=CC(=C(C=C1)OC1=CC=NC2=CC(=C(C=C12)OC)OCC1=CC=CC=C1)F